3-((2,6-dichloro-3,5-dimethoxyphenoxy)methyl)-1H-pyrazol ClC1=C(OCC2=NNC=C2)C(=C(C=C1OC)OC)Cl